N-methyl-5-(4-oxopiperidin-1-yl)picolinamide CNC(C1=NC=C(C=C1)N1CCC(CC1)=O)=O